FC1=C(C=CC(=C1F)C=1C(=NN(C1)CCOC)C)C1=CN=C(N1C)C(=O)NC1=CC(=C(C=C1)C(=O)N1CCN(CC1)C(=O)C1C(CNCC1)O)C 5-[2,3-difluoro-4-[1-(2-methoxyethyl)-3-methyl-pyrazol-4-yl]phenyl]-N-[4-[4-(3-hydroxypiperidine-4-carbonyl)piperazine-1-carbonyl]-3-methyl-phenyl]-1-methyl-imidazole-2-carboxamide